C(C1=CC=CC=C1)N1N=C2C(OCCN2)=C1 2-benzyl-6,7-dihydro-5H-pyrazolo[4,3-b][1,4]oxazine